Ergosta-7,22-diene CC(C)[C@@H](C)C=C[C@@H](C)[C@H]1CC[C@H]2C3=CCC4CCCC[C@]4(C)[C@H]3CC[C@]12C